(2S)-5-[[(Z)-N,N'-bis(tert-butoxycarbonyl)carbamimidoyl]amino]-2-(tert-butoxy-carbonylamino)pentanoic Acid C(C)(C)(C)OC(=O)N\C(=N/C(=O)OC(C)(C)C)\NCCC[C@@H](C(=O)O)NC(=O)OC(C)(C)C